7-(4-(4-(benzo[b]thiophen-4-yl)piperazin-1-yl)butoxy)-2-oxo-N,N-dipropylquinoline-1(2H)-carboxamide S1C2=C(C=C1)C(=CC=C2)N2CCN(CC2)CCCCOC2=CC=C1C=CC(N(C1=C2)C(=O)N(CCC)CCC)=O